C(CCC)NC1CCCC=2C=CC=NC12 N-butyl-5,6,7,8-tetrahydroquinolin-8-amine